t-butyl 1-(4-(2-(4-methoxypiperidin-1-yl) (trifluoromethyl)benzyl)piperazine-1-carbonyl)-1H-pyrazole-3-carboxylate COC1CCN(CC1)C1=C(C(N2CCN(CC2)C(=O)N2N=C(C=C2)C(=O)OC(C)(C)C)C(F)(F)F)C=CC=C1